(3-methyl-bis(trimethylsiloxy)silyl-2-methylpropyl) ether C[Si](CC(COCC(C[Si](C)(O[Si](C)(C)C)O[Si](C)(C)C)C)C)(O[Si](C)(C)C)O[Si](C)(C)C